4-Bromophenyl-dimethylsilane methyl-(3-ethylisothiazol-4-yl)carbamate CN(C(O)=O)C=1C(=NSC1)CC.BrC1=CC=C(C=C1)[SiH](C)C